FC(COC(=O)NS(=O)(=O)OCC(F)(F)F)(F)F (2,2,2-Trifluoroethoxy)Carbonyl-(2,2,2-Trifluoroethoxy)Sulfonamide